N1,N3-bis(3-mercapto-3-methyl-1-morpholino-1-oxobutan-2-yl)isophthalamide SC(C(C(=O)N1CCOCC1)NC(C1=CC(C(=O)NC(C(N2CCOCC2)=O)C(C)(S)C)=CC=C1)=O)(C)C